Cl.FC(C=1C=C(C=CC1)C1=CN=C2N1N=C(C=C2)NC2CCC(CC2)C(C)(C)O)(F)F 2-((1R,4R)-4-((3-(3-(trifluoromethyl)phenyl)imidazo[1,2-b]pyridazin-6-yl)amino)cyclohexyl)propan-2-ol hydrochloride salt